8-hydroxyquinoline gallium salt [Ga].OC=1C=CC=C2C=CC=NC12